C(CC)(=O)N1C[C@@H]2C([C@@H]2C1)NC(=O)NC1=CC=C(C=C1)OC(F)(F)F 1-((1R,5S,6s)-3-propionyl-3-azabicyclo[3.1.0]hexan-6-yl)-3-(4-(trifluoromethoxy)phenyl)urea